tert-Butyl (2R,4R)-4-(5-(5-cyano-2-cyclopropoxyphenyl)oxazole-2-carboxamido)-2-(methoxymethyl)pyrrolidine-1-carboxylate C(#N)C=1C=CC(=C(C1)C1=CN=C(O1)C(=O)N[C@@H]1C[C@@H](N(C1)C(=O)OC(C)(C)C)COC)OC1CC1